N-(4-((5-(5-chlorothiophen-2-yl)-1H-pyrazol-3-yl)amino)phenyl)acetamide ClC1=CC=C(S1)C1=CC(=NN1)NC1=CC=C(C=C1)NC(C)=O